N1N=NC(=C1)C1=CC(=C(C=C1)NC(=O)C1=C(N=C(NC1=O)SC)O)C(F)(F)F N-(4-(1H-1,2,3-triazol-4-yl)-2-(trifluoromethyl)phenyl)-4-hydroxy-2-(methylthio)-6-oxo-1,6-dihydropyrimidine-5-carboxamide